N-(2-(4-(azidomethyl)piperidin-1-yl)ethyl)-4-ethylbenzenesulfonamide N(=[N+]=[N-])CC1CCN(CC1)CCNS(=O)(=O)C1=CC=C(C=C1)CC